ClC1=CC(=C(COC2=CC=CC(=N2)C2CCN(CC2)CC=2N(C=3C(=NC(=C(C3)C(=O)O)C)N2)C)C=C1)F 2-[(4-{6-[(4-chloro-2-fluorobenzyl)oxy]pyridin-2-yl}piperidin-1-yl)methyl]-1,5-dimethyl-1H-imidazo[4,5-b]pyridine-6-carboxylic acid